[Si](C)(C)(C(C)(C)C)OC1CCN(CC1)C1=C(C=C(N)C=C1)F 4-[4-[tert-butyl(dimethyl)silyl]oxy-1-piperidyl]-3-fluoro-aniline